COC(=O)C1(CCC2(C(=CC3=CC=CC=C23)CCO)CC1)NC1=CC(=CC=C1)Cl (1r,4r)-4-(3-Chloroanilino)-2'-(2-hydroxyethyl)spiro[cyclohexane-1,1'-indene]-4-carboxylic acid methyl ester